FC(C(=O)O)(F)F.FC(C(=O)O)(F)F.FC(C(=O)O)(F)F.FC(CN1CCN(CC1)C1CCC(CC1)N)F (1r,4r)-4-(4-(2,2-difluoroethyl)piperazin-1-yl)cyclohexan-1-amine tris(2,2,2-trifluoroacetate)